8'-Bromo-7'-fluoro-1-(2-fluorophenyl)-3'-methylspiro[azetidine-3,1'-pyrrolo[2,3-c]quinolin]-2'(3'H)-one BrC1=CC=2C3=C(C=NC2C=C1F)N(C(C31CN(C1)C1=C(C=CC=C1)F)=O)C